OCC1CCC(CC1)C1=CC=C(C=N1)C1=NC=2C=CC3=C(C2C=C1)C1=C(S3)C(N[C@@H](CN1)C)=O (R)-3-(6-((1r,4r)-4-(hydroxymethyl)cyclohexyl)pyridin-3-yl)-10-methyl-9,10,11,12-tetrahydro-8H-[1,4]diazepino[5',6':4,5]thieno[3,2-f]quinolin-8-one